3-[2-[4-(bis-(4-fluorophenyl)methylene)piperidin-1-yl]ethyl]-2,3-dihydro-2-thioxo-4(1H)-quinazolinone FC1=CC=C(C=C1)C(=C1CCN(CC1)CCN1C(NC2=CC=CC=C2C1=O)=S)C1=CC=C(C=C1)F